N-((R)-1-(2-((S)-(((R)-tert-Butylsulfinyl)amino)(4,4-difluorocyclohexyl)methyl)-1-((2-(trimethylsilyl)ethoxy)methyl)-1H-benzo[d]imidazol-5-yl)ethyl)-4,4,4-trifluoro-3-methylbutanamide C(C)(C)(C)[S@@](=O)N[C@H](C1=NC2=C(N1COCC[Si](C)(C)C)C=CC(=C2)[C@@H](C)NC(CC(C(F)(F)F)C)=O)C2CCC(CC2)(F)F